(3-Chloro-2,4-dimethyl-5,7-dihydropyrrolo[3,4-b]pyridin-6-yl)-[(3R)-1-[6-(trifluoromethyl)pyrimidin-4-yl]pyrrolidin-3-yl]methanon ClC=1C(=C2C(=NC1C)CN(C2)C(=O)[C@H]2CN(CC2)C2=NC=NC(=C2)C(F)(F)F)C